BrC1=CC=C(C(=O)N(C)N2C(C3=CC=CC=C3C2=O)=O)C=C1 4-bromo-N-(1,3-dioxoisoindolin-2-yl)-N-methylbenzamide